COC=1C=C(C=CC1)C1=CC=C(C=C1)N1N=NC(=C1)C=1C=C(C(=O)O)C=CC1 3-(1-(3'-methoxy-[1,1-biphenyl]-4-yl)-1H-1,2,3-triazol-4-yl)benzoic acid